NCC=1C=C(C=CC1)C=1C=CC2=C(C(=CO2)COC2=C(C=CC=C2NC(=O)OC(C)(C)C)CC(=O)O)C1 2-(2-((5-(3-(aminomethyl)phenyl)benzofuran-3-yl)methoxy)-3-((tert-butoxycarbonyl)amino)phenyl)acetic acid